8-fluoro-3-(3-(5-fluoro-3',6'-dihydro-[2,4'-bipyridine]-1'(2'H)-yl)-3-oxopropyl)isoquinolin-1(2H)-one FC=1C=CC=C2C=C(NC(C12)=O)CCC(=O)N1CCC(=CC1)C1=NC=C(C=C1)F